2-(ETHOXYCARBONYL)-1H-IMIDAZOL-5-YLBORONIC ACID C(C)OC(=O)C=1NC(=CN1)B(O)O